C(#N)N=C(N)N1CCC(CC1)(N1N=CC(=C1)C=1C2=C(N=CN1)NC=C2)CC#N N'-cyano-4-(cyanomethyl)-4-[4-(7H-pyrrolo[2,3-d]pyrimidin-4-yl)-1H-pyrazol-1-yl]piperidine-1-carboximidamide